C1CC1C1=NN2C(N=C(C=C2)C2=NC(=NC=C2)NC[C@H]2[C@@H](CN(CC2)C(=O)OC(C)(C)C)O)=C1 tert-butyl trans-4-[4-[(3-cyclopropyl)pyrazolo[1,5-a]pyrimidin-5-yl]pyrimidin-2-yl]aminomethyl-3-hydroxylpiperidine-1-carboxylate